ClC=1C=NN(C1C1CCN(CC1)C1=NC(=NC(=C1)N1CC(C1)N1CCNCC1)C(F)(F)F)C 4-(4-(4-Chloro-1-methyl-1H-pyrazol-5-yl)piperidin-1-yl)-6-(3-(piperazin-1-yl)azetidin-1-yl)-2-(trifluoromethyl)pyrimidine